bis(2-hydroxyethyl)-methyl-octadecylammonium bis(trifluoromethanesulfonyl)imide salt [N-](S(=O)(=O)C(F)(F)F)S(=O)(=O)C(F)(F)F.OCC[N+](CCCCCCCCCCCCCCCCCC)(C)CCO